prop-2-yn-1-amine dihydrochloride Cl.Cl.C(C#C)N